C1(=CC=CC=C1)[C@@H](C)N1C(=CC=C1)C(=O)OC methyl (R)-1-(1-phenylethyl)-1H-pyrrole-2-carboxylate